C(C)(C)(C)OC(=O)N(C1=C(C(=NC=2N1N=CC2C(=O)OCC)Cl)C2=CC=CC=C2)C ethyl 7-((tert-butyloxycarbonyl)(methyl)amino)-5-chloro-6-phenylpyrazolo[1,5-a]pyrimidin-3-carboxylate